8-Cyclopentyl-2-[5-(4-fluoro-benzylamino)-pyridin-2-ylamino]-6-hydroxymethyl-8H-pyrido[2,3-d]pyrimidin-7-one C1(CCCC1)N1C(C(=CC2=C1N=C(N=C2)NC2=NC=C(C=C2)NCC2=CC=C(C=C2)F)CO)=O